C(C)(C)(C)OC(=O)N(CCC(=O)NCCCNC1=C2C=NN(C2=CC(=C1)C(=O)O)C1OCCCC1)CC1=CC(=C(C=C1)C1=CC=CC=C1)Cl 4-((3-(3-((tert-butoxycarbonyl)((2-chloro-[1,1'-biphenyl]-4-yl)methyl)amino)propanamido)propyl)amino)-1-(tetrahydro-2H-pyran-2-yl)-1H-indazole-6-carboxylic acid